O=C1C(O)=C(O)[C@H](O1)[C@@H](O)CO.OC=1[C@H](OC(C1O)=O)[C@H](CO)O vitamin C (ascorbate)